O\N=C\C1[C@H]2CN(C[C@@H]12)C(=O)O (1R,5S,6r)-6-[(E)-(hydroxyimino)methyl]-3-azabicyclo[3.1.0]Hexane-3-carboxylic acid